1,1,3-tri(hydroxyphenyl)propane OC1=C(C=CC=C1)C(CCC1=C(C=CC=C1)O)C1=C(C=CC=C1)O